3-(4,6-difluoro-5-(1-(4-fluorobenzyl)piperidin-4-yl)-1-oxoisoindolin-2-yl)piperidine-2,6-dione FC1=C2CN(C(C2=CC(=C1C1CCN(CC1)CC1=CC=C(C=C1)F)F)=O)C1C(NC(CC1)=O)=O